2-ethoxy-7-methyl-5-(4,4,5,5-tetramethyl-1,3,2-dioxaborolan-2-yl)quinoxaline butyl-3,8-diazabicyclo[3.2.1]octane-8-carboxylate C(CCC)OC(=O)N1C2CNCC1CC2.C(C)OC2=NC1=CC(=CC(=C1N=C2)B2OC(C(O2)(C)C)(C)C)C